(S)-(1-(2-ethoxy-5-(trifluoromethyl)benzyl)pyrrolidin-3-yl)methanamine disuccinate C(CCC(=O)O)(=O)O.C(CCC(=O)O)(=O)O.C(C)OC1=C(CN2C[C@@H](CC2)CN)C=C(C=C1)C(F)(F)F